CC(C(=O)O)C1CCCCC1.C(C)(=O)OC1(CCCCC1)C methylcyclohexyl acetate (Methyl cyclohexylacetate)